N1(CCOCC1)C1=NC(=NC(=C1)N1CCC(CC1)(O)C1=NN=NN1)NC=1SC(=C(N1)C)C(=O)OCC 2-[[4-[4-Morpholinyl]-6-[4-[tetrazol-5-yl]-4-hydroxypiperidin-1-yl]-2-pyrimidinyl]amino]-4-methyl-5-thiazolecarboxylic acid, ethyl ester